OCN1CCC2(CC1)C(C=1C(=NC=CC1)C2)=O (hydroxymethyl)-5-oxo-spiro[7H-cyclopenta[b]pyridine-6,4'-piperidine]